N1C=C(C=2C1=NC=CC2)C2=CC1CCC(C2)N1C(=O)OC(C)(C)C tert-butyl 3-(1H-pyrrolo[2,3-b]pyridin-3-yl)-8-azabicyclo[3.2.1]oct-2-ene-8-carboxylate